1-(2,2-difluoroethyl)-6-(2-((5-(trifluoromethyl)pyridin-3-yl)oxy)-7-azaspiro[3.5]nonan-7-yl)-1H-pyrazolo[3,4-b]pyrazine FC(CN1N=CC=2C1=NC(=CN2)N2CCC1(CC(C1)OC=1C=NC=C(C1)C(F)(F)F)CC2)F